[3-(fluoromethoxy)phenyl]methanamine hydrochloride Cl.FCOC=1C=C(C=CC1)CN